N-hydroxypiperidine-4-carboxamide hydrochloride Cl.ONC(=O)C1CCNCC1